C(C)(C)OC([C@@H](F)ON1[C@@H]2C(=C[C@H](N(C1=O)C2)C(N)=O)C)=O (2R)-2-(((2S,5R)-2-carbamoyl-4-methyl-7-oxo-1,6-diazabicyclo[3.2.1]Oct-3-en-6-yl)oxy)-2-fluoroacetic acid isopropyl ester